N-(22-(benzyloxy)-2,2-dimethylbenzylbehenyl)-2-fluoro-4-methoxy-N-(6-methylpyridin-2-yl)benzamide C(C1=CC=CC=C1)OC(CCCCCCCCCCCCCCCCCCCCCN(C(C1=C(C=C(C=C1)OC)F)=O)C1=NC(=CC=C1)C)CC1C(C=CC=C1)(C)C